N-(5-isopropyl-4-(8-methoxy-7-methyl-[1,2,4]triazolo[1,5-a]pyridin-6-yl)-2-nitrophenyl)-1,4-dioxaspiro[4.5]decan-8-amine C(C)(C)C=1C(=CC(=C(C1)NC1CCC2(OCCO2)CC1)[N+](=O)[O-])C=1C(=C(C=2N(C1)N=CN2)OC)C